(dimethyl-1H-1,2,3-triazol-5-yl)-N-(3-methyl-1H-pyrazol-5-yl)-6-[(3R)-3-methylmorpholin-4-yl]pyridin-2-amine CC=1N=NN(C1C=1C(=NC(=CC1)N1[C@@H](COCC1)C)NC1=CC(=NN1)C)C